COC1=CC=C(COC2=CC=C(C=C2)CCO)C=C1 2-(4-((4-methoxybenzyl)oxy)phenyl)ethan-1-ol